N-{[(2S)-oxolan-2-yl]methyl}-2'-[(pyridin-2-yl)methyl]-8'-(trifluoromethyl)-2',5'-dihydrospiro[cyclopropane-1,4'-furo[2,3-g]indazole]-7'-carboxamide O1[C@@H](CCC1)CNC(=O)C1=C(C2=C(CC3(C4=CN(N=C24)CC2=NC=CC=C2)CC3)O1)C(F)(F)F